C(C)N(CCC[Si](OCC)(OCC)OCC)CC [3-(diethylamino)propyl]triethoxysilane